O=C1NC(C(N1)(CCC(F)(F)F)C1=CC=C(C(=O)O)C=C1)=O 4-[2,5-dioxo-4-(3,3,3-trifluoropropyl)imidazolidin-4-yl]benzoic acid